(s)-1-(1-benzylpyrrolidine-3-yl)-3-(4-chlorophenyl)urea C(C1=CC=CC=C1)N1C[C@H](CC1)NC(=O)NC1=CC=C(C=C1)Cl